2-fluoro-N-methylbenzamide HCl salt Cl.FC1=C(C(=O)NC)C=CC=C1